3-amino-N-methylisoquinoline-6-carboxamide TFA salt OC(=O)C(F)(F)F.NC=1N=CC2=CC=C(C=C2C1)C(=O)NC